FC=1C=C2C(=NN(C2=CC1)C1=CC=C(C=C1)C(F)(F)F)C1=CC(N(C=C1)CC1=NC=CC(=N1)NC)=O 4-(5-fluoro-1-(4-(trifluoromethyl)phenyl)-1H-indazol-3-yl)-1-((4-(methylamino)pyrimidin-2-yl)methyl)pyridin-2(1H)-one